5-propyl[1,2,4]triazolo[4,3-a]pyrimidin-7(8H)-one C(CC)C1=CC(NC=2N1C=NN2)=O